CC(C(=O)OC1=C2C(C(=COC2=CC(=C1)OC(C(C)C)=O)C1=CC=C(C=C1)OC(C(C)C)=O)=O)C [4-[5,7-bis(2-methylpropanoyloxy)-4-oxo-chromen-3-yl]phenyl]2-methylpropanoate